C(#N)CC=1C=CC2=C(N(N=C2C1)C1=CC=CC=C1)NC(OC(C)(C)C)=O tert-Butyl (6-(cyanomethyl)-2-phenyl-2H-indazol-3-yl)carbamate